(cis)-octahydro-1H-inden-2-ol C1C(CC2CCCCC12)O